5-methyl-N2-(4-(4-methylpiperazine-1-yl)phenyl)-N4-(quinoxaline-7-yl)-pyrimidine-2,4-diamine CC=1C(=NC(=NC1)NC1=CC=C(C=C1)N1CCN(CC1)C)NC1=CC=C2N=CC=NC2=C1